COC=1C=C(C=C(C1)OC)C=1C(=NC2=NC(=CC=C2C1)NCCCOC)NC(=O)NCCCOC 1-(3-(3,5-dimethoxyphenyl)-7-((3-methoxypropyl)amino)-1,8-naphthyridin-2-yl)-3-(3-methoxypropyl)urea